(1R,5S,6s)-6-(((5-(2-(Ethyl(isopropyl)carbamoyl)-4-fluorophenoxy)pyrimidin-4-yl)amino) Methyl)-3-azabicyclo[3.1.0]hexane-3-carboxylate C(C)N(C(=O)C1=C(OC=2C(=NC=NC2)NCC2[C@@H]3CN(C[C@H]23)C(=O)[O-])C=CC(=C1)F)C(C)C